C(C)(=O)C1=CN(C2=CC=C(C=C12)C1=CN=NC=C1)CC(=O)N1[C@@H](C[C@H](C1)F)C(=O)NC1=CC2=C(N=CS2)C=C1 (2S,4R)-1-(2-(3-acetyl-5-(pyridazin-4-yl)-1H-indol-1-yl)acetyl)-N-(benzo[d]thiazol-6-yl)-4-fluoropyrrolidine-2-carboxamide